ethyl-(S)-4-(2-(4-chloro-2-fluorophenyl)-2-methylbenzo[d][1,3]dioxol-4-yl)piperidine hydrochloride Cl.C(C)N1CCC(CC1)C1=CC=CC=2O[C@](OC21)(C)C2=C(C=C(C=C2)Cl)F